dimethylaminopropylacrylamide chloride [Cl-].CN(C)CCCC(C(=O)N)=C